COC(C1=CC(=C(C=C1)NC)OC)=O 3-methoxy-4-(methylamino)benzoic acid methyl ester